CC=1SC(=CC1C(=O)NC1=NC(=NS1)CC(C)(F)F)C1=CC(=CC=C1)OC(F)F 2-Methyl-5-(3-(difluoromethoxy)phenyl)-N-(3-(2,2-difluoropropyl)-1,2,4-thiadiazol-5-yl)Thiophene-3-carboxamide